1-(4-(4-chlorophenoxy)-2,6-dimethylphenyl)-1H-pyrrole-2,5-dione ClC1=CC=C(OC2=CC(=C(C(=C2)C)N2C(C=CC2=O)=O)C)C=C1